methyl (methylphosphonate) CP(OC)([O-])=O